CC1N(CCOC1)C1=CC(NC(=C1)N1C(CN(CC1)S(=O)(=O)N1CCCC1)C(F)(F)F)=O 4-(3-methylmorpholin-4-yl)-6-[4-pyrrolidin-1-ylsulfonyl-2-(trifluoromethyl)piperazin-1-yl]-1H-pyridin-2-one